(R)-3-amino-N-cyclobutyl-6-(4-(2-(3,5-difluorophenyl)-2-hydroxyacetamido)-2-methylphenyl)pyrazine-2-carboxamide NC=1C(=NC(=CN1)C1=C(C=C(C=C1)NC([C@H](O)C1=CC(=CC(=C1)F)F)=O)C)C(=O)NC1CCC1